ClC1=C(C=C(C=C1)F)N=C(N)C1=C(C=2N(N=C1)C=C(C2)C2=C(C=NC=C2)CC)N[C@@H]2CC[C@H](CC2)NC(OC(C)(C)C)=O tert-butyl N-[trans-4-[[3-[N'-(2-chloro-5-fluoro-phenyl)carbamimidoyl]-6-(3-ethyl-4-pyridyl)pyrrolo[1,2-b]pyridazin-4-yl]amino]cyclohexyl]carbamate